FC(C=1OC(=NN1)N1[C@H](C2=C(CC1)NC=N2)C2=NN1C(C=CC=C1C(F)(F)F)=C2)(F)F (R)-2-(trifluoromethyl)-5-(4-(7-(trifluoromethyl)pyrazolo[1,5-a]pyridin-2-yl)-1,4,6,7-tetrahydro-5H-imidazo[4,5-c]pyridin-5-yl)-1,3,4-oxadiazole